NCC1=CC=C(C=C1)CNC1=CC(=NN1C(=O)C1=C(OC=C1)C)C1CN(CCC1C(F)(F)F)S(N(C)C)(=O)=O 3-[5-({[4-(Aminomethyl)phenyl]methyl}amino)-1-(2-methylfuran-3-carbonyl)-1H-pyrazol-3-yl]-1-(dimethylsulfamoyl)-4-(trifluoromethyl)piperidin